N-(2-aminobenzoyl)-O-methyl-D-serine benzyl ester C(C1=CC=CC=C1)OC([C@H](NC(C1=C(C=CC=C1)N)=O)COC)=O